1-methyl-4,5-dihydro-1H-pyrazolo[4,3-h]quinazoline-3-carboxylate CN1N=C(C=2CCC=3C=NC=NC3C21)C(=O)[O-]